tert-butyl 3-(4-((3-chloro-4-(pyrazin-2-ylmethoxy)phenyl)amino)quinazolin-6-yl)piperidine-1-carboxylate ClC=1C=C(C=CC1OCC1=NC=CN=C1)NC1=NC=NC2=CC=C(C=C12)C1CN(CCC1)C(=O)OC(C)(C)C